C(C)(C)(C)OC(=O)N1[C@@H]2[C@@H]([C@@H](C[C@H]1CCC2)N(C)C=2N=NC(=CN2)C2=C(C=C(C=C2)C=2C=NN(C2)C)OCOC)F (1S,2R,3R,5R)-2-fluoro-3-((6-(2-(methoxymethoxy)-4-(1-methyl-1H-pyrazol-4-yl)phenyl)-1,2,4-triazin-3-yl)(methyl)amino)-9-azabicyclo[3.3.1]Nonane-9-carboxylic acid tert-butyl ester